(7R,14R)-1-(difluoromethoxy)-6-(methyl-d3)-11-(3-(2,2,2-trifluoroethoxy)prop-1-yn-1-yl)-6,7-dihydro-7,14-methanobenzo[f]benzo[4,5]imidazo[1,2-a][1,4]diazocin-5(14H)-one FC(OC1=CC=CC=2C(N([C@H]3C=4N([C@@H](C21)C3)C3=C(N4)C=CC(=C3)C#CCOCC(F)(F)F)C([2H])([2H])[2H])=O)F